ClC=1C=C(C=CC1OCC1CC1)C1=CC(=CN=N1)C(=O)NCC=1C(=NC(=CC1)C)N1CCOCC1 6-[3-chloro-4-(cyclopropylmethoxy)phenyl]-N-[(6-methyl-2-morpholino-3-pyridinyl)methyl]pyridazine-4-carboxamide